Phenyl[(biphenylyl)dibenzothiophenyl](dimethyl-fluorenyl)triazine C1(=CC=CC=C1)C1=C(C(=NN=N1)C1=C(C(=CC=2C3=CC=CC=C3CC12)C)C)C1=C(C=CC=2SC3=C(C21)C=CC=C3)C3=C(C=CC=C3)C3=CC=CC=C3